butyl (1R,3R,5R)-3-ethynyl-2-azabicyclo[3.1.0]hexane-2-carboxylate C(#C)[C@@H]1N([C@@H]2C[C@@H]2C1)C(=O)OCCCC